3-(6-(hydroxymethyl)-7-methoxy-1-oxoisoindolin-2-yl)-1-((2-(trimethylsilyl)ethoxy)methyl)piperidine-2,6-dione OCC1=CC=C2CN(C(C2=C1OC)=O)C1C(N(C(CC1)=O)COCC[Si](C)(C)C)=O